(2R,6R)-N-(3-azabicyclo[3.3.1]nonan-7-yl)-6-methyl-4-[8-(trifluoromethyl)-5-quinolyl]morpholine-2-carboxamide C12CNCC(CC(C1)NC(=O)[C@H]1CN(C[C@H](O1)C)C1=C3C=CC=NC3=C(C=C1)C(F)(F)F)C2